(3-methoxypropyl)-3-methyl-5-(1-methyl-1H-imidazol-4-yl)-1H-pyrazole COCCCN1N=C(C=C1C=1N=CN(C1)C)C